N-((3-(morpholinomethyl)oxetan-3-yl)methyl)-4-nitro-2-(trifluoromethyl)aniline O1CCN(CC1)CC1(COC1)CNC1=C(C=C(C=C1)[N+](=O)[O-])C(F)(F)F